phenoxazinetriamine C1(=C(C(=CC=2OC3=CC=CC=C3NC12)N)N)N